3-(trans-4-(2-(4-(2,3-Dichlorophenyl)piperazin-1-yl)ethyl)cyclohexyl)-1,3-oxazinan-2-one ClC1=C(C=CC=C1Cl)N1CCN(CC1)CC[C@@H]1CC[C@H](CC1)N1C(OCCC1)=O